3,5-bistrifluoromethylnitrobenzene C1=C(C=C(C=C1C(F)(F)F)[N+](=O)[O-])C(F)(F)F